methyl 2-((5-cyclopropyl-3-(2,6-dichlorophenyl)isoxazol-4-yl)methoxy)-10-methyl-10,11-dihydrobenzo[6,7]oxepino[3,2-b]pyridine-7-carboxylate C1(CC1)C1=C(C(=NO1)C1=C(C=CC=C1Cl)Cl)COC1=CC=C2C(=N1)CC(C1=C(O2)C=C(C=C1)C(=O)OC)C